9,12,15-octadecatrienoic acid ethyl ester C(C)OC(CCCCCCCC=CCC=CCC=CCC)=O